5-propylbarbituric acid C(CC)C1C(NC(NC1=O)=O)=O